ethyl-5-methyl-furan-formate C(C)OC(=O)C=1OC(=CC1)C